(S)-(1-fluorocyclopropyl)(6-(4-(2-((tetrahydro-2H-pyran-4-yl)oxy)phenyl)piperidin-1-yl)-2-azaspiro[3.4]octan-2-yl)methanone FC1(CC1)C(=O)N1CC2(C1)C[C@H](CC2)N2CCC(CC2)C2=C(C=CC=C2)OC2CCOCC2